OC1=C(C=O)C(=CC=C1)OCC=1C(=NC=CC1)C1=CC=NN1C(C)C 2-hydroxy-6-((2-(1-isopropyl-1H-pyrazol-5-yl)-pyridine-3-yl)methoxyl)benzaldehyde